bromo-1'-[trans-4-(pyridin-2-yloxy)cyclohexyl]-4'H,6'H-spiro[1,3-dioxolan-2,5'-[1,2,4]triazolo[4,3-a][1]benzazepine] BrC1C=2N(C3=C(CC14OCCO4)C=CC=C3)C(=NN2)[C@@H]2CC[C@H](CC2)OC2=NC=CC=C2